C1(=CC=CC=C1)N(C1=CC=C(C=C1)C1=CC=C(C=C1)N(C1=CC=CC2=CC=CC=C12)C1=CC=CC=C1)C1=CC=CC2=CC=CC=C12 N,N'-diphenyl-N,N'-dinaphthyl-4,4'-diaminobiphenyl